(R)-ethyl 2-(2-((7-(3-(((tert-butoxycarbonyl)amino)methyl)phenyl)benzofuran-5-yl)methoxy)-4-(1-((tert-butylsulfinyl)imino)ethyl)phenyl)acetate C(C)(C)(C)OC(=O)NCC=1C=C(C=CC1)C1=CC(=CC=2C=COC21)COC2=C(C=CC(=C2)C(C)=N[S@](=O)C(C)(C)C)CC(=O)OCC